[W](Cl)(Cl)(Cl)(Cl)(Cl)Cl tungsten(VI) hexachloride